N1(CCCCC1)CCCOC=1C=C2C=CN(C2=CC1)S(=O)(=O)C1=CC=C(C=C1)/C=C/C(=O)O (E)-3-(4-((5-(3-(Piperidin-1-yl)propoxy)-1H-indol-1-yl)sulfonyl)phenyl)acrylic acid